CC1=C(C=C2C=C(N=CC2=C1)NC(=O)C1CC1)C1CCN(CC1)C1(COC1)C N-(7-methyl-6-(1-(3-methyloxetan-3-yl)piperidin-4-yl)isoquinolin-3-yl)cyclopropanecarboxamide